N-(2'-fluoro-4-((methylamino)methyl)-[1,1'-biphenyl]-2-yl)-4-chlorobenzenesulfonamide FC1=C(C=CC=C1)C1=C(C=C(C=C1)CNC)NS(=O)(=O)C1=CC=C(C=C1)Cl